(1S)-6-chloro-1-[(1,3-dioxan-5-yl)methyl]-2-[4-methyl-6-(trifluoromethyl)-1,3,5-triazin-2-yl]-2,3,4,9-tetrahydro-1H-pyrido[3,4-b]indole ClC=1C=C2C3=C(NC2=CC1)[C@@H](N(CC3)C3=NC(=NC(=N3)C)C(F)(F)F)CC3COCOC3